8-Chloro-3-methoxy-N-methyl-1,5-naphthyridine-2-carboxamide ClC=1C=CN=C2C=C(C(=NC12)C(=O)NC)OC